ClC1=C(C=C(C=C1)[N+](=O)[O-])CCOCC(=O)OC(C)(C)C tert-Butyl 2-(2-chloro-5-nitrophenylethoxy)acetate